NC1=C2C(=NC=N1)N(N=C2C2=CC=C(C=C2)OC2=CC=CC=C2)C2C(CC(CC2)CN2C1CN(CC2C1)C=1C=C2CN(CC2=CC1)C1C(NC(CC1)=O)=O)F 5-(6-((4-(4-amino-3-(4-phenoxyphenyl)-1H-pyrazolo[3,4-d]pyrimidin-1-yl)-3-fluorocyclohexyl)methyl)-3,6-diazabicyclo[3.1.1]heptane-3-yl)-2-(2,6-dioxopiperidin-3-yl)isoindoline